methyl 6-(pentan-3-ylcarbamoyl)-3-(4,4,5,5-tetramethyl-1,3,2-dioxaborolan-2-yl)picolinate CCC(CC)NC(=O)C1=CC=C(C(=N1)C(=O)OC)B1OC(C(O1)(C)C)(C)C